C(C1=CC=CC=C1)N(C[C@H](O)C1=CC(=CC=C1)F)CC1CCC(CC1)NC(OC(C)(C)C)=O tert-Butyl ((1R,4r)-4-((benzyl((R)-2-(3-fluorophenyl)-2-hydroxyethyl)amino)-methyl)cyclohexyl)carbamate